5-(2-(2-(4-(4-chloro-5-((1-methyl-2-oxo-1,2,3,4-tetrahydroquinolin-6-yl)amino)-2-nitrophenoxy)piperidin-1-yl)-2-oxoethoxy)ethoxy)-2-(2,6-dioxopiperidin-3-yl)isoindoline-1,3-dione ClC1=CC(=C(OC2CCN(CC2)C(COCCOC=2C=C3C(N(C(C3=CC2)=O)C2C(NC(CC2)=O)=O)=O)=O)C=C1NC=1C=C2CCC(N(C2=CC1)C)=O)[N+](=O)[O-]